3-(3,4-dihydroquinolin-1(2H)-yl)-N-(1-methyl-1H-indol-5-yl)propanamide tert-butyl-3,3-difluoro-4-((R)-3-hydroxy-2-oxopyrrolidin-1-yl)piperidine-1-carboxylate C(C)(C)(C)OC(=O)N1CC(C(CC1)N1C([C@@H](CC1)O)=O)(F)F.N1(CCCC2=CC=CC=C12)CCC(=O)NC=1C=C2C=CN(C2=CC1)C